BrC1=CC(=C(CCN2CCC(CC2)OC2CCN(CC2)C(=O)OC(C)(C)C)C(=C1)OC)OC tert-butyl 4-((1-(4-bromo-2,6-dimethoxyphenethyl)piperidin-4-yl)oxy)piperidine-1-carboxylate